Cl\C=C(/C(F)F)\F (E)-1-Chloro-2,3,3-trifluoropropene